CN1C(=NC(=C1)C(F)(F)F)C1=CC=C(C=C1)CC1=NC=CC(=C1N)N {4-[1-methyl-4-(trifluoromethyl)imidazol-2-yl]phenyl-methyl}pyridine-3,4-diamine